trans,trans-1,1'-[1,2-phenylenebis(methylene)]bis(2,2,3,4,4-pentamethylphosphetane) C1(=C(C=CC=C1)CP1C(C(C1(C)C)C)(C)C)CP1C(C(C1(C)C)C)(C)C